(S)-tert-butyl-2-(6-chloro-2-((R)-3,3,3-Trifluoro-2-methoxy-2-methylpropionyl)-1,2,3,4-tetrahydroisoquinolin-8-yl)pyrrolidine-1-carboxylic acid tert-butyl ester C(C)(C)(C)OC(=O)N1[C@](CCC1)(C=1C=C(C=C2CCN(CC12)C([C@@](C(F)(F)F)(C)OC)=O)Cl)C(C)(C)C